dimesyl-dimethyl-ammonium chloride [Cl-].S(=O)(=O)(C)[N+](C)(C)S(=O)(=O)C